[Na].OC1=CC=CC=C1 p-hydroxybenzene sodium